azetidin-1-yl-[8-[(2,6-dimethylbenzyl)amino]-2,3-dimethylimidazo[1,2-a]pyridin-6-yl]methanone N1(CCC1)C(=O)C=1C=C(C=2N(C1)C(=C(N2)C)C)NCC2=C(C=CC=C2C)C